N-(7-((dimethylamino)methylene)-3-fluoro-4-methyl-8-oxo-5,6,7,8-tetrahydro-naphthalen-1-yl)acetamide CN(C)C=C1CCC=2C(=C(C=C(C2C1=O)NC(C)=O)F)C